(6-(trifluoromethyl)pyrimidin-4-yl)methyl (1-hydroxy-7-methyl-1,3-dihydrobenzo[c][1,2]oxaborole-6-carbonyl)-L-valinate OB1OCC2=C1C(=C(C=C2)C(=O)N[C@@H](C(C)C)C(=O)OCC2=NC=NC(=C2)C(F)(F)F)C